SC1=CC=C(C=C1)N1C(=NC2=CC(=CC=C2C1=O)C)C 3-(4-mercaptophenyl)-2,7-dimethylquinazolin-4(3H)-one